CC(C)(C)S(=O)N[C@@H]1CC(CC12CCN(CC2)C(=O)OC(C)(C)C)=O tert-butyl (1R)-1-[(2-methylpropan-2-sulfinyl) amino]-3-oxo-8-azaspiro[4.5]decane-8-carboxylate